CC=1C=C2C=CC=C(C2=CC1C)O 6,7-dimethylnaphthalene-1-ol